C(C)(C)(C)OC(=O)NC=1C=C(C=2N(C1)N=C(C2C(=O)OC)C2=CC=CC=C2)F methyl 6-[(tert-Butoxycarbonyl) amino]-4-fluoro-2-phenylpyrazolo[1,5-a]pyridine-3-carboxylate